C(#N)CN(C(OC(C)(C)C)=O)C1=CC(=C(C(=C1)Cl)OC1=NN(C(C(=C1)C(C)C)=O)C)Cl Tert-butyl (cyanomethyl)(3,5-dichloro-4-((5-isopropyl-1-methyl-6-oxo-1,6-dihydropyridazin-3-yl)oxy)-phenyl)carbamate